2-deoxy-2,2-difluorofucose FC(C=O)([C@H](O)[C@H](O)[C@@H](O)C)F